(S)-3-(3-sulfoxy-hexahydroimidazo[1,5-a]pyrazin-2(3H)-yl)bicyclo[1.1.1]pentane-1-carboxylic acid O(S(=O)(=O)O)[C@@H]1N(CC2N1CCNC2)C21CC(C2)(C1)C(=O)O